BrC(C(=O)[O-])C(N1N=C(N=C1)Br)Br 2,3-dibromo-3-(3-bromo-1H-1,2,4-triazol-1-yl)propionate